C(C)OC(N(C)C1(CC1)C1=NC(=NO1)C=1C=NC=C(C1)[C@](C1=CC=C(C=C1)C(C)C)(O)C1(CN(C1)C)C)=O [1-(3-{5-[(R)-(1,3-Dimethyl-azetidin-3-yl)-hydroxy-(4-isopropyl-phenyl)-methyl]-pyridin-3-yl}-[1,2,4]oxadiazol-5-yl)-cyclopropyl]-methyl-carbamic acid ethyl ester